C(C)(=O)OCCCC1=C(N(C2=C(C(=CC=C12)F)C1=C2N(N=C1CI)CCC2)C)C(=O)OC Methyl 3-(3-acetoxypropyl)-6-fluoro-7-(2-(iodomethyl)-5,6-dihydro-4H-pyrrolo[1,2-b]pyrazol-3-yl)-1-methyl-1H-indole-2-carboxylate